[Fe].[B].[Fe] iron boron compound with iron